2-cyano-3,3-diphenyl-2-propenoic acid ethyl ester C(C)OC(C(=C(C1=CC=CC=C1)C1=CC=CC=C1)C#N)=O